4,7-dichloro-3-nitro-1-phenyl-1,8-naphthyridin-2(1H)-one ClC1=C(C(N(C2=NC(=CC=C12)Cl)C1=CC=CC=C1)=O)[N+](=O)[O-]